CC1(C(CC=C1C)CCCC(CC)O)C 6-(2,2,3-trimethylcyclopent-3-en-1-yl)hexan-3-ol